C(N)(OC(C)C=C)=O but-3-en-2-yl carbamate